2,3,5-trihydroxymethylbenzene OCC1=CC=C(C=C1CO)CO